NC1=CC=C(OC2=C(C=C(N)C=C2)C(F)(F)F)C=C1 4-(4-aminophenoxy)-3-(trifluoromethyl)aniline